5-n-butyl-5H-naphtho[2',3':4,5]furo[2,3-b]indole-7,12-dione C(CCC)N1C2=C(C3=CC=CC=C13)C1=C(O2)C(C2=CC=CC=C2C1=O)=O